2-ethoxy-4-(4-methoxyphenyl)-5H-indeno[1,2-b]pyridine-3-carbonitrile C(C)OC1=C(C(=C2C(=N1)C1=CC=CC=C1C2)C2=CC=C(C=C2)OC)C#N